ClC1=CC(=C(C2=C1OC(O2)(C)C2CCN(CC2)C(=O)OC(C)(C)C)C)C(=O)OC tert-butyl 4-(7-chloro-5-(methoxycarbonyl)-2,4-dimethylbenzo[d][1,3]dioxol-2-yl)piperidine-1-carboxylat